2,2-diphenylbenzo[d][1,3]dioxol-4-yl 3-(4-(trifluoromethyl) phenethyl)-1H-pyrazole-5-carboxylate FC(C1=CC=C(CCC2=NNC(=C2)C(=O)OC2=CC=CC=3OC(OC32)(C3=CC=CC=C3)C3=CC=CC=C3)C=C1)(F)F